methyl 2-(4-(6-chloro-5-(trifluoromethyl) pyridin-2-yl) phenyl)-2-methylpropionate ClC1=C(C=CC(=N1)C1=CC=C(C=C1)C(C(=O)OC)(C)C)C(F)(F)F